COC=1C=C2C(=CC=NC2=CC1OC)OC1=C(C=C(C=C1)NC(=O)NS(=O)(=O)CC1=CC=C(C=C1)F)F 1-[4-(6,7-dimethoxyquinolin-4-yloxy)-3-fluorophenyl]-3-[(4-fluorobenzyl)sulfonyl]urea